C1=CC(=O)O[C@H]1CC(=O)[O-] (S)-muconolactone